benzyl (2S,4R)-4-(difluoromethoxy)-1-[2-[(3-phenoxybenzoyl)amino]acetyl]pyrrolidine-2-carboxylate FC(O[C@@H]1C[C@H](N(C1)C(CNC(C1=CC(=CC=C1)OC1=CC=CC=C1)=O)=O)C(=O)OCC1=CC=CC=C1)F